C(C)(C)C1=C(C(=CC=C1)C(C)C)N1C(N2C(C=CC=C2N(C)C)=C1)=[Se] 2-(2,6-diisopropylphenyl)-5-(dimethylamino)imidazo[1,5-a]pyridine-3(2H)-selenone